C1(=CC=CC=C1)[Si]1(N[Si](N[Si](N[Si](N1)(C1=CC=CC=C1)C1=CC=CC=C1)(C1=CC=CC=C1)C1=CC=CC=C1)(C1=CC=CC=C1)C1=CC=CC=C1)C1=CC=CC=C1 octaphenyl-cyclotetrasilazane